tert-Butyl (2S,4R)-2-((4-chlorobenzamido)methyl)-4-hydroxypyrrolidine-1-carboxylate ClC1=CC=C(C(=O)NC[C@H]2N(C[C@@H](C2)O)C(=O)OC(C)(C)C)C=C1